FC(C)(F)C1=C(C=CC(=C1)F)C=1CCCC2=C(C1C1=CC=C(C=C1)CC1CN(C1)CCCF)C=CC(=C2)C(=O)O 8-(2-(1,1-difluoroethyl)-4-fluorophenyl)-9-(4-((1-(3-fluoropropyl)azetidin-3-yl)methyl)phenyl)-6,7-dihydro-5H-benzo[7]annulene-3-carboxylic acid